BrC1=CC=C(C=2C=C(OC21)CNC(=O)N2C=NC1=C(C2=O)C=NC=C1)F N-((7-Bromo-4-fluorobenzofuran-2-yl)methyl)-4-oxopyrido[4,3-d]pyrimidine-3(4H)-carboxamide